hydrogen citraconate C(\C(\C)=C/C(=O)[O-])(=O)O